4-[[(2S,3R,4S,5R)-3-(3,4-difluoro-2-methoxy-phenyl)-4,5-dimethyl-5-(trifluoromethyl)tetrahydrofuran-2-carbonyl]amino]-6-methyl-pyridine-2-carboxamide FC=1C(=C(C=CC1F)[C@@H]1[C@H](O[C@]([C@H]1C)(C(F)(F)F)C)C(=O)NC1=CC(=NC(=C1)C)C(=O)N)OC